BrCCCOC1=C(C(=C(C=C1)C1CCC(CC1)C1CCC(CC1)CCCCC)F)F 1-(3-bromopropoxy)-2,3-difluoro-4-[4-(4-pentylcyclohexyl)cyclohexyl]benzene